CN1N=CC(=C1C)CN1CCC(CC1)OC1=C2C(=NC=C1)C=CS2 7-((1-((1,5-dimethyl-1H-pyrazol-4-yl)methyl)piperidin-4-yl)oxy)thieno[3,2-b]pyridine